CC(CCCC)C=1C(=C(C(=O)O)C=CC1)O.C(C=1C(O)=CC=CC1)(=O)OC(CCCC)C Methylpentyl salicylate (hexan-2-yl 2-hydroxybenzoate)